C1(CCCC1)N1C(C=CC2=C1N=C(N=C2)NC2CCN(CC2)S(=O)(=O)C=2C=C(OC1CN(C1)C=1C=C3CN(CC3=CC1)C1C(NC(CC1)=O)=O)C=CC2)=O 5-(3-(3-((4-((8-cyclopentyl-7-oxo-7,8-dihydropyrido[2,3-d]pyrimidin-2-yl)amino)piperidin-1-yl)sulfonyl)phenoxy)azetidin-1-yl)-2-(2,6-dioxopiperidin-3-yl)isoindoline